CO[Si](CCCNC(NCCC[Si](OC)(OC)OC)=O)(OC)OC bis(3-(trimethoxysilyl)propyl)urea